6,7-dihydro-pyrimidino[6,1-a]isoquinolin-4-one C=1C=NC(N2C1C1=CC=CC=C1CC2)=O